ClC=1C=C(C=CC1F)NC1=NC=NC2=CC(=C(C=C12)NC(C=CCN(C)C)=O)O[C@@H]1COCC1 4-[(3-chloro-4-fluorophenyl)amino]-6-{[4-(N,N-dimethylamino)-1-oxo-2-butene-1-yl]amino}-7-((S)-tetrahydrofuran-3-yloxy)-quinazoline